tert-butyl (2S,4S)-4-(7-bromo-8-chloro-6-fluoro-4-((S)-1-((S)-1-methylpyrrolidin-2-yl)ethoxy)-1H-pyrrolo[3,2-c]quinolin-1-yl)-2-(cyanomethyl)piperidine-1-carboxylate BrC=1C(=CC=2C3=C(C(=NC2C1F)O[C@@H](C)[C@H]1N(CCC1)C)C=CN3[C@@H]3C[C@H](N(CC3)C(=O)OC(C)(C)C)CC#N)Cl